9-methyl-3,5-dihydro-2H-chromeno[4,3-d]pyrimidin-2-one CC1=CC2=C(C=C1)OCC=1C2=NC(NC1)=O